(2R,4R)-tert-butyl 4-(2-(6-hydroxy-2,7-dimethyl-2H-indazol-5-yl)-5-oxopyrido[4,3-d]pyrimidin-6(5H)-yl)-2-methylpiperidine-1-carboxylate OC=1C(=CC2=CN(N=C2C1C)C)C=1N=CC2=C(N1)C=CN(C2=O)[C@H]2C[C@H](N(CC2)C(=O)OC(C)(C)C)C